O=C1CCCC2=C1C=C(O2)S(=O)(=O)N 4-oxo-4,5,6,7-tetrahydrobenzofuran-2-sulfonamide